ClC1=NC=NC(=C1C=NNC1=C(C=C(C=C1)F)OC)Cl N-[(4,6-dichloropyrimidin-5-yl)methyleneamino]-4-fluoro-2-methoxy-aniline